tert-butyl N-{8-[2-amino-1-(2,3-dichlorophenyl)-5-methyl-6-oxo-1,6-dihydropyrimidin-4-yl]-8-azaspiro[4.5]decan-1-yl}carbamate NC=1N(C(C(=C(N1)N1CCC2(CCCC2NC(OC(C)(C)C)=O)CC1)C)=O)C1=C(C(=CC=C1)Cl)Cl